fmoc-β-alanine C(=O)(OCC1C2=CC=CC=C2C2=CC=CC=C12)NCCC(=O)O